ClC=1C(=NC=CC1)C(=O)N1CC(CC1)C1=C(C=C(C=C1)C1=C(C=CC=C1)CC)CO (3-chloropyridin-2-yl)(3-(2'-ethyl-3-(hydroxymethyl)biphenyl-4-yl)pyrrolidin-1-yl)methanone